N-(3,3'',5,5''-tetra-t-butyl-1,1':3',1''-terphenyl-5'-yl)-N-(4-Cyclohexylphenyl)-9,9-dimethyl-9H-fluorene-2-amine C(C)(C)(C)C=1C=C(C=C(C1)C(C)(C)C)C1=CC(=CC(=C1)N(C1=CC=2C(C3=CC=CC=C3C2C=C1)(C)C)C1=CC=C(C=C1)C1CCCCC1)C1=CC(=CC(=C1)C(C)(C)C)C(C)(C)C